N-[(2-chloro-4,5-methylenedioxyphenyl)methyl]-N'-(2-pyridylmethyl)-N-(5,6,7,8-tetrahydro-8-quinolinyl)-1,4-xylylenediamine ClC1=C(C=C2C(=C1)OCO2)CN(CC2=CC=C(C=C2)CNCC2=NC=CC=C2)C2CCCC=1C=CC=NC21